3-(2-hydroxyphenyl)-1-methyl-5-(3-(trifluoromethyl)phenyl)-4(1H)-pyridinone OC1=C(C=CC=C1)C1=CN(C=C(C1=O)C1=CC(=CC=C1)C(F)(F)F)C